[N-](S(=O)(=O)C(F)(F)F)S(=O)(=O)C(F)(F)F.C(CCC)[N+](CCCCC)(C)CCCC N,N-dibutyl-N-methyl-N-pentylammonium bis(trifluoromethanesulfonyl)imide